(1S,6S)-6-(3-(Methylsulfonyl)phenyl)-3-propyl-7-oxa-3-azabicyclo[4.1.0]heptan CS(=O)(=O)C=1C=C(C=CC1)[C@]12CCN(C[C@@H]2O1)CCC